ClC1=CC2=C(NC([C@@H](N=C2C2=CC=CC=C2)C2CCCC2)=O)C=C1 (S)-7-chloro-3-cyclopentyl-5-phenyl-1H-benzo[e][1,4]diazepine-2(3H)-one